C1(=CC=CC=C1)COC1=CC(=C(N)C=C1)F 4-(phenylmethyloxy)-2-fluoroaniline